8-(1'-(4-chloro-3-fluorophenyl)-1',2'-dihydrospiro[cyclopentane-1,3'-pyrrolo[3,2-b]pyridine]-5'-carbonyl)-1,3,8-triazaspiro[4.5]decane-2,4-dione ClC1=C(C=C(C=C1)N1CC2(C3=NC(=CC=C31)C(=O)N3CCC1(C(NC(N1)=O)=O)CC3)CCCC2)F